ClC1=C(C(=O)P(C2=C(C=C(C=C2)OC)OC)(C(C2=C(C=CC=C2Cl)Cl)=O)=O)C(=CC=C1)Cl bis-(2,6-dichlorobenzoyl)-2,4-dimethoxyphenylphosphine oxide